cis-1-(2-acetylhydrazine-1-carbonyl)-N-(3-(4-fluoro-2H-1,2,3-triazol-2-yl)-4-(trifluoromethyl)phenyl)-3-methyl-6-azabicyclo[3.1.1]heptane-6-carboxamide C(C)(=O)NNC(=O)C12CC(CC(N1C(=O)NC1=CC(=C(C=C1)C(F)(F)F)N1N=CC(=N1)F)C2)C